ClC1=CC(=C(O[C@H](C(=O)O)C)C=C1)C1=NOC(=C1)C1CC1 (S)-2-[4-chloro-2-(5-cyclopropyl-3-isoxazolyl)phenoxy]propionic acid